C(C1=CC=CC=C1)OC1=C(C=C(C=N1)CC=1C=C(C=CC1)C(=O)N1CCN(CC1)C1=NC=C(C=N1)C(F)(F)F)C(F)(F)F (3-((6-(benzyloxy)-5-(trifluoromethyl)pyridin-3-yl)methyl)phenyl)(4-(5-(trifluoromethyl)pyrimidin-2-yl)piperazin-1-yl)methanone